N-(4b-hydroxy-7-isopropyl-4-nitro-10-oxo-4b,10-dihydro-9bH-indeno[1,2-b]benzofuran-9b-yl)-3-methyl-2-oxopentanamide methyl-(E)-(3-(4-methoxyphenyl)acryloyl)-L-leucinate CN([C@@H](CC(C)C)C(=O)O)C(\C=C\C1=CC=C(C=C1)OC)=O.OC12OC3=C(C1(C(C1=CC=CC(=C12)[N+](=O)[O-])=O)NC(C(C(CC)C)=O)=O)C=CC(=C3)C(C)C